Methyl-diphenylbismuth C[Bi](C1=CC=CC=C1)C1=CC=CC=C1